1-(p-trifluoromethyl-phenyl)-4,5-diiodo-1,2,3-triazole FC(C1=CC=C(C=C1)N1N=NC(=C1I)I)(F)F